2-((5-Bromo-2-((3,4,5-trimethoxyphenyl)amino)pyrimidin-4-yl)amino)-N-(2,2,2-trifluoroethyl)benzamide BrC=1C(=NC(=NC1)NC1=CC(=C(C(=C1)OC)OC)OC)NC1=C(C(=O)NCC(F)(F)F)C=CC=C1